6-chloro-1-(cyclopentylmethyl)-7-(naphthalen-1-ylmethyl)-5-oxo-8-(3-(trifluoromethyl)phenyl)-1,2,3,5-tetrahydroimidazo[1,2-a]pyridine-3-carboxylic acid ClC1=C(C(=C2N(C1=O)C(CN2CC2CCCC2)C(=O)O)C2=CC(=CC=C2)C(F)(F)F)CC2=CC=CC1=CC=CC=C21